((5S)-1'-(4-cyano-5-(2,3-dichlorophenyl)-6-methylpyrimidin-2-yl)-5,7-dihydrospiro[cyclopenta[b]pyridine-6,4'-piperidin]-5-yl)carbamic acid tert-butyl ester C(C)(C)(C)OC(N[C@@H]1C=2C(=NC=CC2)CC12CCN(CC2)C2=NC(=C(C(=N2)C#N)C2=C(C(=CC=C2)Cl)Cl)C)=O